FC1=C(C=C(C=C1)F)C(C(C(=O)C=1C=CC(=C(C1)S(=O)(=O)NC([C@@H](C)O)=N)F)=C1NC2=C(N1)C=CC=C2)=O (2R)-N-{5-[3-(2,5-difluorophenyl)-2-(1,3-dihydro-2H-benzimidazol-2-ylidene)-3-oxopropanoyl]-2-fluorobenzene-1-sulfonyl}-2-hydroxypropionamidine